Pentan-1,3-diol C(CC(CC)O)O